C/C(/CCC(=O)OCCCO)=C\CC\C(=C\CC\C=C(\CC\C=C(\CCC=C(C)C)/C)/C)\C 3-hydroxypropyl (4E,8E,12E,16E)-4,8,13,17,21-pentamethyldocosa-4,8,12,16,20-pentaenoate